N-(Z-Aminoethyl)-N,N-dimethyl-2,3-bis(tetradecyloxy)-1-propanaminium bromide [Br-].NCC[N+](CC(COCCCCCCCCCCCCCC)OCCCCCCCCCCCCCC)(C)C